COC1=NC=NC2=CC=C(C=C12)C=1C=CN2N=C(N=CC21)C2(CCC(CC2)N)N 1-(5-(4-methoxyquinazolin-6-yl)pyrrolo[2,1-f][1,2,4]triazin-2-yl)cyclohexane-1,4-diamine